C(C)(C)(C)OC(=O)N(C(OC(C)(C)C)=O)C1=NC=C(C=C1CC)NC(C(N1C(CC[C@@H](C1)C)C=1C=CC2=CN(N=C2C1)C1CC(N(CC1)C)(C)C)=O)=O tert-butyl N-tert-butoxycarbonyl-N-[3-ethyl-5-[[2-oxo-2-[(5S)-5-methyl-2-[2-(1,2,2-trimethyl-4-piperidyl)indazol-6-yl]-1-piperidyl]acetyl]amino]-2-pyridyl]carbamate